N-(5-(5-cyanopyrazin-2-yl)-4-((2-(1,1-difluoroethyl)-6-ethylpyrimidin-4-yl)amino)pyridin-2-yl)acetamide phenyl-(3,4-difluorobenzyl)carbamate C1(=CC=CC=C1)N(C(O)=O)CC1=CC(=C(C=C1)F)F.C(#N)C=1N=CC(=NC1)C=1C(=CC(=NC1)NC(C)=O)NC1=NC(=NC(=C1)CC)C(C)(F)F